(7-((3,5-Dimethylpyridin-2-yl)oxy)-2-azaspiro[3.5]nonan-2-yl)((1s,3s)-3-hydroxy-3-methylcyclobutyl)methanone CC=1C(=NC=C(C1)C)OC1CCC2(CN(C2)C(=O)C2CC(C2)(C)O)CC1